FC(C1=CC(=NC=2CCCC(C12)O)O)(F)F 4-(trifluoromethyl)-5,6,7,8-tetrahydroquinolin-2,5-diol